NC1=NC=CC=C1C(C)NCCOC1=NC(=C(C=2N=C(N=C(C21)O)SC)F)Cl 5-(2-((1-(2-aminopyridin-3-yl)ethyl)amino)ethoxy)-7-chloro-8-fluoro-2-(methylthio)pyrido[4,3-d]pyrimidin-4-ol